N1-(3-(benzyloxy)propyl)-N4-(3,4-dichloro-1H-indol-7-yl)benzene-1,4-disulfonamide C(C1=CC=CC=C1)OCCCNS(=O)(=O)C1=CC=C(C=C1)S(=O)(=O)NC=1C=CC(=C2C(=CNC12)Cl)Cl